C(C)N1N=C2N=C(C=NC2=C1)N[C@@H](C)C=1C=C(C=CC1)NC(=O)C1=CN=C(S1)C=1C=NN(C1)C (S)-N-(3-(1-((2-ethyl-2H-pyrazolo[3,4-b]pyrazin-6-yl)amino)ethyl)phenyl)-2-(1-methyl-1H-pyrazol-4-yl)thiazole-5-carboxamide